C1(=CC=CC=C1)C1=C(C(=NC=C1)C([2H])([2H])[2H])C1=CC=CC=C1 diphenyl(methyl-d3)pyridine